FC1=C(C=C(C=C1)NC(=O)C1=CC2=CC=CC=C2C=C1NC(C1=C(C=CC(=C1)C1=NOC2C1CC(C2)CO)OC)=O)C(F)(F)F N-(4-fluoro-3-(trifluoromethyl)phenyl)-3-(5-(5-(hydroxymethyl)-3a,5,6,6a-tetrahydro-4H-cyclopenta[d]isoxazol-3-yl)-2-methoxybenzamido)-2-naphthamide